3-chloro-2-(methylthio)pyrido[3,4-b]pyrazine ClC1=C(N=C2C(=N1)C=NC=C2)SC